6-(6-Azaspiro[3.4]octan-6-yl)-4-methoxypyridazin-3(2H)-one C1CCC12CN(CC2)C=2C=C(C(NN2)=O)OC